3-(2,6-dimethylphenyl)-1-methyl-N6-(2-(piperidin-4-ylmethyl)-1,2,3,4-tetrahydroisoquinolin-7-yl)-1H-pyrazolo[3,4-d]Pyrimidine-3,6-diamine hydrochloride Cl.CC1=C(C(=CC=C1)C)C1(NN(C2=NC(=NC=C21)NC2=CC=C1CCN(CC1=C2)CC2CCNCC2)C)N